2-(6-(methyl-(2,2,6,6-tetramethylpiperidin-4-yl)amino)pyridazin-3-yl)-4-(4,5,6,7-tetrahydropyrazolo[1,5-a]pyridin-3-yl)phenol CN(C1=CC=C(N=N1)C1=C(C=CC(=C1)C=1C=NN2C1CCCC2)O)C2CC(NC(C2)(C)C)(C)C